COC1CCC(CC1)COC1=NC(=NC=C1)NC=1C(=NN(C1)C(C#N)(C)C)C 2-(4-((4-((4-methoxycyclohexyl)methoxy)pyrimidin-2-yl)amino)-3-methyl-1H-pyrazol-1-yl)-2-methylpropanenitrile